2-(4-cyclopropyl-6-methoxypyrimidin-5-yl)-4-(1-(4-(1-isopropyl-4-(trifluoromethyl)-1H-imidazol-2-yl)phenyl)ethyl)-6,7-dihydro-[1,2,4]triazolo[1,5-a]pyrimidin-5(4H)-one C1(CC1)C1=NC=NC(=C1C1=NN2C(N(C(CC2)=O)C(C)C2=CC=C(C=C2)C=2N(C=C(N2)C(F)(F)F)C(C)C)=N1)OC